(1-naphthyl-d7)boric acid C1(=C(C(=C(C2=C(C(=C(C(=C12)[2H])[2H])[2H])[2H])[2H])[2H])[2H])OB(O)O